2-{[(s)-3-methyl-1-piperidyl]methyl}-4-cyclopropyl-6-[6-cyclopropyl-4-(4-fluoro-2-morpholinocarbonylphenyl)-2-pyridyl]-1,6-dihydro-1,6-diaza-7-indenone C[C@@H]1CN(CCC1)CC=1NC=2C(N(C=C(C2C1)C1CC1)C1=NC(=CC(=C1)C1=C(C=C(C=C1)F)C(=O)N1CCOCC1)C1CC1)=O